BrC1=C(NC2=NSC3=C2C=C(C=C3)C=N[C@@H](CO)C(=O)O)C=CC=C1C1=CC=CC=C1 N-(3-(2-bromo-3-phenylanilino)benzisothiazol-5-ylmethylene)-L-serine